COC=1C=C(C=CC1OC)CN=S(=O)(C1=CC=C(C=C1)OC(F)(F)F)NC1(CN(CC1)C(=O)OCC1=CC=CC=C1)C1=CC=C(C=C1)F benzyl 3-[[N-[(3,4-dimethoxyphenyl)methyl]-S-[4-(trifluoromethoxy)phenyl]sulfonimidoyl]amino]-3-(4-fluorophenyl)pyrrolidine-1-carboxylate